CN1[C@@H]2[C@H](OC=3C4=C(N=CN=C4C=CC31)NC3=CC(=C(C=C3)OC3=CC1=C(N(C=N1)C)C=C3)C)CCN(C2)C (7aS,11aR)-7,9-dimethyl-N-(3-methyl-4-((1-methyl-1H-benzo[d]imidazol-5-yl)oxy)phenyl)-7a,8,9,10,11,11a-hexahydro-7H-pyrido[3',4':5,6][1,4]oxazino[2,3-f]quinazolin-1-amine